OCC1=CC(=NC=C1)C1=NC=CC(=C1)C 4-(hydroxymethyl)-4'-methyl-2,2'-bipyridine